2-(3,3-difluoropyrrolidin-1-yl)-N'-hydroxy-4-phenyl-pyridine-3-carboxamidine FC1(CN(CC1)C1=NC=CC(=C1C(=NO)N)C1=CC=CC=C1)F